ONC(=O)C=1CCN(CC1)S(=O)(=O)C1=CC=C(C=C1)C1=CC=C(C=C1)N1CC(N(CC1)C)C N-hydroxyl-1-((4'-(3,4-dimethylpiperazine-1-yl)-[1,1'-biphenyl]-4-yl)sulfonyl)-1,2,3,6-tetrahydropyridine-4-formamide